3-(4-Fluorophenyl)-1-((2,2-dimethyl-1,3-dioxan-5-yl)methyl)-1-(1-(1-oxo-1,2-dihydroisoquinolin-4-yl)ethyl)urea FC1=CC=C(C=C1)NC(N(C(C)C1=CNC(C2=CC=CC=C12)=O)CC1COC(OC1)(C)C)=O